N1N=CC2=CC=C(C=C12)CN1CCC(CC1)C=1C=C2CN(C(C2=CC1)=O)C1C(NC(CC1)=O)=O 3-(5-(1-((1H-indazol-6-yl)methyl)piperidin-4-yl)-1-oxoisoindolin-2-yl)piperidine-2,6-dione